(R)-2-((4-fluorophenyl)amino)-2-oxo-1-phenylethyl 6-amino-1'-(6-aminohexanoyl)-1',2',3',6'-tetrahydro-[3,4'-bipyridine]-5-carboxylate hydrochloride Cl.NC1=C(C=C(C=N1)C=1CCN(CC1)C(CCCCCN)=O)C(=O)O[C@@H](C(=O)NC1=CC=C(C=C1)F)C1=CC=CC=C1